N-[2-(Benzofuran-2-yl)-imidazo[1,2-a]pyridin-7-yl]-methyl-amine O1C(=CC2=C1C=CC=C2)C=2N=C1N(C=CC(=C1)NC)C2